methyl (1s,4s)-2'-bromo-4-(3-chloroanilino)-4'-methylspiro[cyclohexane-1,1'-indene]-4-carboxylate BrC=1C2(C3=CC=CC(=C3C1)C)CCC(CC2)(C(=O)OC)NC2=CC(=CC=C2)Cl